NC1=NN2C(C=C(C=C2)C=2C(=C(C(=O)NCC(C(O)C3=CC=C(C=C3)F)(F)F)C(=CC2)OC)F)=N1 3-(2-amino-[1,2,4]triazolo[1,5-a]pyridin-7-yl)-N-(2,2-difluoro-3-(4-fluorophenyl)-3-hydroxypropyl)-2-fluoro-6-methoxybenzamide